C(C)(C)(C)OC(=O)NCCC1CCNCC1 4-[2-(tert-Butoxy-carbonylamino)ethyl]piperidine